FC(C(CNCCNC(OC(C)(C)C)=O)(C)C)(F)F tert-Butyl N-[2-[(3,3,3-trifluoro-2,2-dimethyl-propyl)amino]ethyl]carbamate